CC(CCCCCCCCCCCCCCCCCCCCC)CC methylethyl-docosane